β-trans-methylstyrene C\C=C\C1=CC=CC=C1